2,6-dichlorophenoxy(cyclopentadiene) titanium dichloride [Cl-].[Cl-].[Ti+2].ClC1=C(OC2=CC=CC2)C(=CC=C1)Cl